(3-amidino-4-chlorophenyl)-5-chloro-2-(4,4-difluoroazepan-1-yl)-6-methylnicotinamide C(N)(=N)C=1C=C(C=CC1Cl)C1=C(C(=NC(=C1C(=O)N)N1CCC(CCC1)(F)F)C)Cl